(R)-6-chloro-2-(3-(1,2-dimethoxyethyl)-1H-1,2,4-triazol-5-yl)-3-(1H-imidazol-1-yl)-5-methoxy-1-methyl-1H-pyrrolo[3,2-b]pyridine ClC=1C=C2C(=NC1OC)C(=C(N2C)C2=NC(=NN2)[C@H](COC)OC)N2C=NC=C2